ClC=1C=C(NC2(CCC3(C(CC4=CC=CC=C34)C(NCCC3=CC=CC=C3)=O)CC2)C(=O)O)C=CC1 (1r,4r)-4-(3-Chloroanilino)-2'-[(2-phenylethyl)carbamoyl]-2',3'-dihydrospiro[cyclohexane-1,1'-indene]-4-carboxylic acid